C(=O)(OC(C)(C)C)N1CC2(C1)CNC2 2-boc-2,6-diazaspiro[3.3]heptane